(2-(3,6-Dimethyl-9H-carbazol-9-yl)ethyl)phosphonic acid CC=1C=CC=2N(C3=CC=C(C=C3C2C1)C)CCP(O)(O)=O